N-[(5-cyclopropyl-6-fluoropyridin-2-yl)(phenyl)methyl]-4-fluoro-1-(2-{3-oxo-2H,3H-[1,2,4]triazolo[4,3-a]pyridin-8-yl}acetyl)pyrrolidine-2-carboxamide tetrasodium pyrophosphate [O-]P([O-])(=O)OP(=O)([O-])[O-].[Na+].[Na+].[Na+].[Na+].C1(CC1)C=1C=CC(=NC1F)C(NC(=O)C1N(CC(C1)F)C(CC=1C=2N(C=CC1)C(NN2)=O)=O)C2=CC=CC=C2